NC1C(N(CCC1)C(=O)OC(C)(C)C)CC1=CC(=CC=C1)Br tert-butyl 3-amino-2-(3-bromo benzyl)piperidine-1-carboxylate